3-methyl-2-buten-2-yl-boronic acid CC(=C(C)B(O)O)C